CC1=NC(=CC=C1C=1C(=C(C(=C(C1C1=CC=C(C=C1)N1C2=CC=CC=C2C=2C=C(C=CC12)C)C1=CC=C(C=C1)N1C2=CC=CC=C2C=2C=C(C=CC12)C)C1=CC=C(C=C1)N1C2=CC=CC=C2C=2C=C(C=CC12)C)C#N)C1=CC=C(C=C1)N1C2=CC=CC=C2C=2C=C(C=CC12)C)C 5'-(2,6-dimethylpyridin-3-yl)-4,4''-bis(3-methyl-9H-carbazol-9-yl)-4',6'-bis(4-(3-methyl-9H-carbazol-9-yl)phenyl)-[1,1':2',1''-terphenyl]-3'-carbonitrile